4-[[5-(benzothien-2-yl)tetrazol-2-yl]methyl]benzohydroxamic acid S1C(=CC2=C1C=CC=C2)C=2N=NN(N2)CC2=CC=C(C(=O)NO)C=C2